C(C=C)[C@H]1C[C@@H](C2=CC=CC=C12)C (1S,3S)-1-allyl-3-methyl-2,3-dihydro-1H-indene